9-(3-Chloro-2-methoxy-pyridin-4-yl)-2-(2,3-dihydro-[1,4]dioxino[2,3-b]pyridin-2-ylmethoxy)-6,7-dihydro-pyrimido[6,1-a]isoquinolin-4-one ClC=1C(=NC=CC1C=1C=C2CCN3C(C2=CC1)=CC(=NC3=O)OCC3OC=1C(=NC=CC1)OC3)OC